C12CC(C1)(C2)N bicyclo[1.1.1]Pentane-3-amine